1-(4,6-bis(trifluoromethyl)pyridin-2-yl)-N-(4-fluorophenyl)-N-(oxetan-3-yl)pyrrolidine-2-carboxamide FC(C1=CC(=NC(=C1)C(F)(F)F)N1C(CCC1)C(=O)N(C1COC1)C1=CC=C(C=C1)F)(F)F